Tert-butyl 7-bromo-3,3-dimethyl-4-oxo-2H-1,8-naphthyridine-1-carboxylate BrC1=CC=C2C(C(CN(C2=N1)C(=O)OC(C)(C)C)(C)C)=O